2-((1-(2-((3aR,6aS)-5,5-difluorohexahydrocyclopenta[c]pyrrol-2(1H)-yl)-7-methyl-4-oxo-4H-pyrido[1,2-a]pyrimidin-9-yl)ethyl)amino)benzoic acid FC1(C[C@@H]2[C@@H](CN(C2)C=2N=C3N(C(C2)=O)C=C(C=C3C(C)NC3=C(C(=O)O)C=CC=C3)C)C1)F